2-(4-formyl-2-isopropoxyphenoxy)acetamide C(=O)C1=CC(=C(OCC(=O)N)C=C1)OC(C)C